BrC1=C(C=C(S1)C(=O)OC)C1=NC=C(C=C1OCC=1C=NC=C(C1)F)F methyl 5-bromo-4-{5-fluoro-3-[(5-fluoropyridin-3-yl)methoxy]pyridin-2-yl}thiophene-2-carboxylate